1-(tert-butyl) 3-methyl 5-vinyl-1H-indole-1,3-dicarboxylate C(=C)C=1C=C2C(=CN(C2=CC1)C(=O)OC(C)(C)C)C(=O)OC